tert-butyl N-[(3R)-5-[(4-chlorophenyl)methyl]-8-fluoro-7-(2-methyltetrazol-5-yl)-1,1,4-trioxo-2,3-dihydro-1λ6,5-benzothiazepin-3-yl]carbamate ClC1=CC=C(C=C1)CN1C([C@H](CS(C2=C1C=C(C(=C2)F)C=2N=NN(N2)C)(=O)=O)NC(OC(C)(C)C)=O)=O